BrC=1C(=CC(=C(C1)NC(=O)C1=CN=CN1)F)C N-(5-bromo-2-fluoro-4-methylphenyl)-1H-imidazole-5-carboxamide